7-((2-(trimethylsilyl)ethoxy)methyl)-1,3,4,7-tetrahydro-2H-pyrrolo[3',2':5,6]pyrido[2,3-B][1,4]oxazepine C[Si](CCOCN1C=CC2=CC3=C(OCCCN3)N=C21)(C)C